C1(=CC(=CC=C1)C(CN1C[C@@H]2[C@H](C1)CC(C2)(O)CC2=CC=CC=C2)=O)C2=CC=CC=C2 1-([1,1'-biphenyl]-3-yl)-2-((3aR,5r,6aS)-5-benzyl-5-hydroxyhexahydrocyclopenta[c]pyrrol-2(1H)-yl)ethanone